BrC1=CC2=C(C=C1)OCO2 4-bromo-1,2-methylenedioxybenzene